FC(C1=CC=CC(=N1)NC(=O)C=1N=C(C=2N(C1)C=C(N2)C2CCOCC2)OCC)F N-[6-(difluoromethyl)-2-pyridyl]-8-ethoxy-2-tetrahydropyran-4-ylimidazo[1,2-a]pyrazine-6-carboxamid